(S)-3-chloro-4-((S)-1-(3,5-difluoropyridin-2-yl)ethoxy)-2'-(2-(2-hydroxypropan-2-yl)pyrimidin-4-yl)-5',6-dimethyl-2H-[1,4'-bipyridin]-2-one ClC=1C(N(C(=CC1O[C@@H](C)C1=NC=C(C=C1F)F)C)C1=CC(=NC=C1C)C1=NC(=NC=C1)C(C)(C)O)=O